methylene-4-methyl-1,3-dioxolane CC1COC(=C)O1